2-[5-(azetidin-3-yl)pyrazin-2-yl]-2-azaspiro[3.4]Octane N1CC(C1)C=1N=CC(=NC1)N1CC2(C1)CCCC2